N-(2-(3-(Dimethylamino)propoxy)-5-(3'-methyl-2'-oxo-2',3'-dihydrospiro[cyclobutane-1,1'-pyrrolo[2,3-c]quinolin]-8'-yl)pyridin-3-yl)-1-(methylsulfonyl)methanesulfonamide CN(CCCOC1=NC=C(C=C1NS(=O)(=O)CS(=O)(=O)C)C1=CC=2C3=C(C=NC2C=C1)N(C(C31CCC1)=O)C)C